FC(C1CCN(CC1)C1=CC=C(C=C1)NC1=CC2=C(C=NO2)C=C1)(F)F N-(4-(4-(trifluoromethyl)piperidin-1-yl)phenyl)benzo[d]isoxazol-6-amine